C(CC(O)(C(=O)O)CC(=O)O)(=O)O.NC(C1=CC=CC=C1)(N)N Triaminotoluene citrate salt